FC1(CCN(CC1)C=1N=C(C=C2C1OC=C2)C(=O)NNC(C2=C(C=C(C=C2)I)N2CCC(CC2)(C)F)=O)F 7-(4,4-difluoropiperidin-1-yl)-N'-(2-(4-fluoro-4-methylpiperidin-1-yl)-4-iodobenzoyl)furo[2,3-c]pyridine-5-carboxylic acid hydrazide